COC1=C(C=CC(=C1)S(=O)(=O)C)NCC#CC1=C(C2=C(S1)C(=CC=C2)NC2CC1CCC(C2)N1C)CC(F)(F)F N-(2-(3-((2-methoxy-4-(methylsulfonyl)phenyl)amino)prop-1-yn-1-yl)-3-(2,2,2-trifluoroethyl)benzo[b]thiophen-7-yl)-8-methyl-8-azabicyclo[3.2.1]octan-3-amine